F[C@H]1CN(C[C@@H](C1)NC1=NC=C(C=N1)C(F)(F)F)C1=NC2=C(N1C)C=C(C(=C2)N)C 2-((3R,5R)-3-fluoro-5-((5-(trifluoromethyl)-pyrimidin-2-yl)amino)piperidin-1-yl)-1,6-dimethyl-1H-benzo[d]imidazol-5-amine